ClC1=NC=C(C(=N1)NCC1=C(C=CC=C1Cl)F)C(=O)N 2-chloro-4-((2-fluoro-6-chlorobenzyl)amino)pyrimidin-5-carboxamide